3-[(4-fluorophenoxy)methyl]-4-methyl-2-[5-methyl-2-(2H-1,2,3-triazol-2-yl)benzoyl]-2-azabicyclo[3.1.1]heptane FC1=CC=C(OCC2N(C3CC(C2C)C3)C(C3=C(C=CC(=C3)C)N3N=CC=N3)=O)C=C1